(3S,4R)-3-({5-[6,7-difluoro-2-(4-fluorophenyl)-1H-indol-3-yl]-1,3,4-oxadiazol-2-yl}amino)-4-hydroxypyrrolidin-2-one FC1=CC=C2C(=C(NC2=C1F)C1=CC=C(C=C1)F)C1=NN=C(O1)N[C@@H]1C(NC[C@H]1O)=O